OC=1C(=O)OC(C1O)C(CO)O 2,3,5,6-tetrahydroxy-2-hexene-4-lactone